ClC=1C=C(C#N)C=C(C1N1C(=CC(C2=C(N=CC(=C12)Cl)NOCCO)=O)C)Cl 3,5-dichloro-4-(8-chloro-5-((2-hydroxyethoxy)amino)-2-methyl-4-oxo-1,6-naphthyridin-1(4H)-yl)benzonitrile